(E)-3-[(2,6-difluorophenyl)diazenyl]Aniline FC1=C(C(=CC=C1)F)/N=N/C=1C=C(N)C=CC1